N-(3-ethoxy-2-hydroxyphenyl)-2-(5-fluoro-2,4-dioxo-3,4-dihydropyrimidin-1(2H)-yl)acetamide C(C)OC=1C(=C(C=CC1)NC(CN1C(NC(C(=C1)F)=O)=O)=O)O